n-methyl-5-bromoisatin CN1C(=O)C(=O)C2=CC(=CC=C12)Br